1,2,5-Thiadi-azol S1N=CC=N1